3-((3aS,4R,6aR)-6-(hydroxymethyl)-2,2-dimethyl-3a,6a-dihydro-4H-cyclopenta[d][1,3]dioxol-4-yl)-6-methylpyrimidin-4(3H)-one OCC1=C[C@H]([C@H]2[C@@H]1OC(O2)(C)C)N2C=NC(=CC2=O)C